C(C)(C)(C)OC(=O)N1CC(CC(C1)F)C=1OC(=NN1)[C@@]12CN(C[C@]2(C1)C(F)(F)F)C1=C2C=CC=NC2=C(C=C1)C#N 3-(5-((1S,5R)-3-(8-cyanoquinolin-5-yl)-5-(trifluoromethyl)-3-azabicyclo[3.1.0]hexan-1-yl)-1,3,4-oxadiazol-2-yl)-5-fluoropiperidine-1-carboxylic acid tert-butyl ester